[C@]12(CNC[C@H]2C1)COC1=NC=CC2=CC(=C(C=C12)OC(C)C)C(=O)N 1-[(1s,5s)-3-azabicyclo[3.1.0]hex-1-ylmethoxy]-7-(prop-2-yloxy)isoquinoline-6-carboxamide